5-[[3-fluoro-4-(guanidinocarbamylamino)phenyl]sulfonylamino]thiazole-4-carboxylic acid FC=1C=C(C=CC1NC(NNC(=N)N)=O)S(=O)(=O)NC1=C(N=CS1)C(=O)O